FC=1C=C(C=CC1C)CCC=1C=C(C(NN1)=O)O 6-[2-(3-fluoro-4-methylphenyl)ethyl]-4-hydroxypyridazin-3(2H)-one